C(C)OC(=O)C=1N(C2=CC=C(C=C2C1)N)COCC 5-Amino-1-(ethoxymethyl)-1H-indole-2-carboxylic acid ethyl ester